N1=CC=C(C2=C1NC1=C(O2)C=CC=C1)OC1=C(C=C(C=C1)NC(=O)C=1C(N(N(C1C)C)C1=CC=CC=C1)=O)F N-(4-((10H-benzo[b]pyrido[2,3-e][1,4]oxazin-4-yl)oxy)-3-fluorophenyl)-1,5-dimethyl-3-oxo-2-phenyl-2,3-dihydro-1H-pyrazole-4-carboxamide